N-(4-chloro-3-{4-[5-(cyclopropylethynyl)pyridin-2-yl]-6-oxo-1,6-dihydropyrimidin-2-yl}-2-fluorobenzyl)isobutyramide ClC1=C(C(=C(CNC(C(C)C)=O)C=C1)F)C=1NC(C=C(N1)C1=NC=C(C=C1)C#CC1CC1)=O